8-hydroxygeraniol C/C(=C\CO)/CC/C=C(\C)/CO